ClC=1C=C2C(=NC1OC)C(=C(N2C)C2=NNC(=N2)[C@@H](C#N)C)N2C=NC=C2 (R)-2-(3-(6-chloro-3-(1H-imidazol-1-yl)-5-methoxy-1-methyl-1H-pyrrolo[3,2-b]pyridin-2-yl)-1H-1,2,4-triazol-5-yl)propanenitrile